N[C@@H]1C2=CC=CC=C2CC12CCN(CC2)C=2NC(C1=C(N2)NN=C1C1(CC1)C1=C(C=CC=C1)F)=O (S)-6-(1-amino-1,3-dihydrospiro[indene-2,4'-piperidin]-1'-yl)-3-(1-(2-fluorophenyl)cyclopropyl)-1,5-dihydro-4H-pyrazolo[3,4-d]pyrimidin-4-one